C1NCC12CC(C2)N2CC1=C(C=C(C=C1CC2)C(=O)OC)F methyl 2-(2-azaspiro[3.3]heptan-6-yl)-8-fluoro-3,4-dihydro-1H-isoquinoline-6-carboxylate